C(C)(C)(C)OC(NCC1(C2CCN(CC12)C1=CN=C2C(=N1)N(N=C2I)C2OCCCC2)C=2SC=C(N2)C)=O tert-Butyl((3-(3-iodo-1-(tetrahydro-2H-pyran-2-yl)-1H-pyrazolo[3,4-b]pyrazin-6-yl)-7-(4-methylthiazol-2-yl)-3-azabicyclo[4.1.0]heptan-7-yl)methyl)carbamate